vinyl cinnamate (vinyl cinnamate) C(=C)C(C(=O)O)=CC1=CC=CC=C1.C(C=CC1=CC=CC=C1)(=O)OC=C